(cyclobutylmethyl)-N-phenyl-[1,2,4]triazolo[4,3-a]quinazolin-5-amine C1(CCC1)CC1=NN=C2N1C1=CC=CC=C1C(=N2)NC2=CC=CC=C2